(E)-4,4-dimethylpent-2-enoic acid CC(/C=C/C(=O)O)(C)C